N-(2,6-dichlorophenyl)aniline ClC1=C(C(=CC=C1)Cl)NC1=CC=CC=C1